6'-bromo-1'-(methylsulfonyl)spiro[cyclopropane-1,3'-indoline] BrC1=CC=C2C3(CN(C2=C1)S(=O)(=O)C)CC3